8-(((2',4'-Dichloro-[1,1'-biphenyl]-4-yl)sulfonyl)methyl)-1,4-dioxaspiro[4.5]decane ClC1=C(C=CC(=C1)Cl)C1=CC=C(C=C1)S(=O)(=O)CC1CCC2(OCCO2)CC1